C[C@H]1CC(=O)OC1=O (S)-3-methyl-succinic anhydride